Cl[SiH](C1=C(C=C(C=C1C(C)C)C(C)C)C(C)C)C chloro-methyl-(2,4,6-triisopropyl-phenyl)silane